S1N=NC2=C1C(=CC=C2)N2N=CC(=C2C(F)(F)F)C(=O)NC=2C=NC(=C(C2)C#N)N2N=CC=N2 1-(Benzo[d][1,2,3]thiadiazol-7-yl)-N-(5-cyano-6-(2H-1,2,3-triazol-2-yl)-pyridin-3-yl)-5-(trifluoromethyl)-1H-pyrazol-4-carboxamid